ClC1=NC=C(C(=N1)Cl)CN1CCOCC1 4-((2,4-dichloropyrimidin-5-yl)methyl)morpholine